N=1C=NC2=NC(CNC(C21)=O)=O 5H,6H,7H,8H-imidazo[4,5-e][1,4]diazepine-5,8-dione